(3-Fluoro-5-(1-(tetrahydrofuran-3-yl)-1H-pyrazol-4-yl)phenyl)methylamine trifluoroacetate FC(C(=O)O)(F)F.FC=1C=C(C=C(C1)C=1C=NN(C1)C1COCC1)CN